COC(=O)N1CC2=NNC(C=C2CC1)=O 2,5,6,8-tetrahydro-3-oxo-pyrido[3,4-c]pyridazine-7(3H)-carboxylic acid methyl ester